N-(3-Methoxy-5-methylpyrazin-2-yl)-2-((triisopropylsilyl)ethynyl)-N-((2-(trimethylsilyl)ethoxy)methyl)pyridine-3-sulfonamide COC=1C(=NC=C(N1)C)N(S(=O)(=O)C=1C(=NC=CC1)C#C[Si](C(C)C)(C(C)C)C(C)C)COCC[Si](C)(C)C